2-(5-fluoropyridin-3-yl)-N-(2-hydroxy-2-methylpropyl)-3-oxo-6-[6-(trifluoromethyl)pyridin-3-yl]-2,3-dihydropyridazine-4-carboxamide FC=1C=C(C=NC1)N1N=C(C=C(C1=O)C(=O)NCC(C)(C)O)C=1C=NC(=CC1)C(F)(F)F